Ethyl 3-cyano-2-(methoxymethyl)pyrazolo[1,5-a]pyrimidine-7-carboxylate C(#N)C=1C(=NN2C1N=CC=C2C(=O)OCC)COC